BrC1=C2C=CC=CC2=C(C2=CC=CC=C12)C=1C=CC2=C(OC3=C2C=CC=C3)C1 3-(10-bromoanthracen-9-yl)dibenzo[b,d]furan